(R)-(2-(4-(6-(1-methyl-1H-pyrazol-4-yl)pyrrolo[2,1-f][1,2,4]triazin-4-yl)piperazin-1-yl)pyrimidin-5-yl)(phenyl)methanamine CN1N=CC(=C1)C=1C=C2C(=NC=NN2C1)N1CCN(CC1)C1=NC=C(C=N1)[C@H](N)C1=CC=CC=C1